ClC=1C=CC(=C(C1)C1=CC(=C(N=N1)SC)NC1=CC(=NC=C1)NC(CCN1CCN(CC1)C)=O)F N-(4-{[6-(5-chloro-2-fluorophenyl)-3-(methylsulfanyl)pyridazin-4-yl]amino}pyridin-2-yl)-3-(4-methylpiperazin-1-yl)propanamide